acrylic acid-N,N'-methylenebis(acrylamide) C(NC(C=C)=O)NC(C=C)=O.C(C=C)(=O)O